FC1=C(C=C(C=C1)NC(C=C)=O)NC1=NC(=NC=C1C1=CC=C(C=C1)OC(F)(F)F)NC=1C=NN(C1)C N-(4-fluoro-3-((2-((1-methyl-1H-pyrazol-4-yl)amino)-5-(4-(trifluoromethoxy)phenyl)pyrimidin-4-yl)amino)phenyl)acrylamide